C1(=CC=CC=C1)C(OCCCCCCCN1C(=O)NC(=O)C(C)=C1)(C1=CC=CC=C1)C1=CC=CC=C1 1-[7-(Triphenylmethoxy)heptyl]thymine